2-ethyl-6-(4-methoxyphenyl)-3,3,4-trimethyl-3,6-dihydro-2H-pyran C(C)C1OC(C=C(C1(C)C)C)C1=CC=C(C=C1)OC